(S)-(1-amino-3-(2-chloro-4-hydroxyphenyl)-1-oxopropan-2-yl)carbamic acid tert-butyl ester C(C)(C)(C)OC(N[C@H](C(=O)N)CC1=C(C=C(C=C1)O)Cl)=O